C(C)(=O)NC=1SC(=CN1)CN1CCC(CC1)C(=O)NC(C)C1=CC=C(C=C1)C 1-((2-acetamidothiazol-5-yl)methyl)-N-(1-(p-tolyl)ethyl)piperidine-4-carboxamide